2-(3-ethoxy-5-vinylphenyl)acetonitrile C(C)OC=1C=C(C=C(C1)C=C)CC#N